7-fluoro-5-methoxy-1-phenyl-1H-benzo[g]indazol-3(2H)-one FC=1C=CC=2C(=C(C=C3C(NN(C23)C2=CC=CC=C2)=O)OC)C1